FCCCCCCCCOC(CCC#N)OCCCCCCCCF 4,4-bis((8-fluorooctyl)oxy)butanenitrile